[Cl-].C(CCC)O[Ti+](OCCCC)OCCCC tri-n-butoxy-titanium monochloride